CC1=NC(=CC(=C1)C=1NC2=CC=C(C=C2C1C(C)C)C1CCN(CC1)C(CC1C(N(C(N1C)=O)C)=O)=O)C 5-(2-(4-(2-(2,6-dimethylpyridin-4-yl)-3-isopropyl-1H-indol-5-yl)piperidin-1-yl)-2-oxoethyl)-1,3-dimethylimidazolidine-2,4-dione